C(C)OC(=O)C1C(C1)C1=C(C2=C(N(C(=C2C(C)C)C=2C=C(C=3N(C2)N=CN3)C)C(=O)OC(C)(C)C)S1)C tert-butyl 2-(2-ethoxycarbonylcyclopropyl)-4-isopropyl-3-methyl-5-(8-methyl-[1,2,4]triazolo[1,5-a]pyridin-6-yl)thieno[2,3-b]pyrrole-6-carboxylate